FC1(CCN(CC1)CC1=C(C=C(CNC2=CC=CC=3N(C(N(C32)C)=O)C3C(NC(CC3)=O)=O)C=C1)F)F 3-(4-((4-((4,4-difluoropiperidin-1-yl)methyl)-3-fluorobenzyl)amino)-3-methyl-2-oxo-2,3-dihydro-1H-benzo[d]imidazol-1-yl)piperidine-2,6-dione